O1CCN(CC1)C1=NC(=CC=2N1C=C(N2)C(=O)NC2COC2)N/N=C/C=2C=C(C=CC2)C 5-morpholino-7-[(2E)-2-(m-tolylmethylene)hydrazino]-N-(oxetan-3-yl)imidazo[1,2-c]pyrimidine-2-carboxamide